1-(3-amino-2-nitrophenyl)-N-methylpyrrolidin-3-amine NC=1C(=C(C=CC1)N1CC(CC1)NC)[N+](=O)[O-]